lithium bis(oxalate) carbonate C([O-])(O)=O.C(C(=O)O)(=O)O.C(C(=O)O)(=O)O.[Li+]